N(C1=CC=CC=C1)C1(C(=O)O)C(C(=O)O)C=CC=C1 1-anilinophthalic acid